COC1=C(C(=CC=C1)OC)S(=O)(=O)NC1=NOC2=C1C(=CC(=C2)C=2OC=CN2)OC 2,6-Dimethoxy-N-(4-methoxy-6-(oxazol-2-yl)benzo[d]isoxazol-3-yl)benzenesulfonamide